4-o-tolylpiperazine C1(=C(C=CC=C1)N1CCNCC1)C